C(C1=CC=C(C(=O)OCC(CCCC)CC)C=C1)(=O)OCC(CCCC)CC Di(2-ethylhexyl) terephthalate